(E)-N-(4-(1-(4-(4-((4-(2-(2,6-dioxopiperidin-3-yl)-4-fluoro-1,3-dioxoisoindolin-5-yl)piperazin-1-yl)methyl)piperazin-1-yl)benzoyl)piperidin-4-yl)butyl)-3-(pyridin-3-yl)acrylamide O=C1NC(CCC1N1C(C2=CC=C(C(=C2C1=O)F)N1CCN(CC1)CN1CCN(CC1)C1=CC=C(C(=O)N2CCC(CC2)CCCCNC(\C=C\C=2C=NC=CC2)=O)C=C1)=O)=O